1-(3-chlorophenyl)-3-(1,3-dithian-2-yl)-4-phenyl-1H-pyrazole ClC=1C=C(C=CC1)N1N=C(C(=C1)C1=CC=CC=C1)C1SCCCS1